5-benzyl 2-tert-butyl 8-(2-((tert-butyldiphenylsilyl)oxy)ethyl)-7-oxo-2,5,8-triazaspiro[3.5]nonane-2,5-dicarboxylate [Si](C1=CC=CC=C1)(C1=CC=CC=C1)(C(C)(C)C)OCCN1C(CN(C2(CN(C2)C(=O)OC(C)(C)C)C1)C(=O)OCC1=CC=CC=C1)=O